CN1N=CC(=C1)C1=CC2=NC=CC(=C2O1)C=1C=C(C=CC1)S(=O)(=O)N1CC(C1)O 1-((3-(2-(1-methyl-1H-pyrazol-4-yl)furo[3,2-b]pyridin-7-yl)phenyl)sulfonyl)azetidin-3-ol